FC=1C=NC=CC1C1=NNC(=C1)NC(CC)=O N-(3-(3-fluoropyridin-4-yl)-1H-pyrazol-5-yl)propanamide